beta-methyl-proline CC1[C@H](NCC1)C(=O)O